FC([C@H](C)NS(=O)(=O)C1=CC=CC=C1)(F)F N-((S)-1,1,1-trifluoropropan-2-yl)benzenesulfonamide